C1(CC1)C=1C=C(OC=2C(=CN=NC2)C(=O)NCC(F)C2=C(C=C(C=C2)Cl)Cl)C=CC1 5-(3-cyclopropylphenoxy)-N-[2-(2,4-dichlorophenyl)-2-fluoro-ethyl]pyridazine-4-carboxamide